americium neptunium plutonium [Pu].[Np].[Am]